[2H]C(N1C(=NC2=C1C=CC=C2F)C2=NON=C2C)(C=2C=NC=CC2)[2H] 3-[1-[dideutero(pyridin-3-yl)methyl]-4-fluoro-benzoimidazol-2-yl]-4-methyl-1,2,5-oxadiazole